C1OC2=CC=C(C=C2O1)CCN 4-methylenedioxyphenylethylamine